5-bromo-2-(tert-butylthio)-3-methylbenzaldehyde BrC=1C=C(C(=C(C=O)C1)SC(C)(C)C)C